C(C)(C)(C)OC(=O)NC1CCNCC1 4-(tert-butoxycarbonyl-amino)piperidine